(p-methoxyphenyl)-N-(4-carboxyphenyl)nitrone COC1=CC=C(C=C1)C=[N+]([O-])C1=CC=C(C=C1)C(=O)O